Tert-butyl N-(4-formyl-1-methyl-cyclohexyl)carbamate C(=O)C1CCC(CC1)(C)NC(OC(C)(C)C)=O